ClC1=NC2=NC(=C(N=C2C(=N1)C1CC(C1)OC(F)(F)F)C)C 2-chloro-6,7-dimethyl-4-[3-(trifluoromethoxy)cyclobutyl]pteridine